2-hydroxy-2-methyl-phenylpropyl-benzene OC1(C(C=CC=C1)CCCC1=CC=CC=C1)C